C(C=C)(=O)OCCCCCCOP(=O)(O)CC(=O)[O-] acryloyloxyhexylphosphonoacetate